C(C)(=O)N1CC(OCC1)C(=O)N1C(CC(C1)F)C(=O)NC(C1=CC=C(C=C1)C(C)C)C1=CC=CC=C1 1-(4-acetylmorpholine-2-carbonyl)-4-fluoro-N-{phenyl[4-(propan-2-yl)phenyl]methyl}pyrrolidine-2-carboxamide